4-(3-amino-5-cyclopropylpyridin-4-yl)-2-chloro-5-fluoro-N-(2-(trifluoromethyl)pyridin-4-yl)benzamide Manganese (III) potassium ferrocyanide [Fe-4](C#N)(C#N)(C#N)(C#N)(C#N)C#N.[K+].[Mn+3].NC=1C=NC=C(C1C1=CC(=C(C(=O)NC2=CC(=NC=C2)C(F)(F)F)C=C1F)Cl)C1CC1